BrC=1C(=C(C=CC1)NNC1C(N(N=C1C)C1=CC(=C(C=C1)C)C)=O)O 4-(2-(3-bromo-2-hydroxyphenyl)hydrazino)-2-(3,4-dimethylphenyl)-5-methyl-2,4-dihydro-3H-pyrazol-3-one